CC1CC2=C(C3=CC=C(C=C3C(=C2CC1)OC(=O)OC)C)OC(C=C)=O 2,6-dimethyl-9-acryloyloxy-10-methoxycarbonyloxy-1,2,3,4-tetrahydroanthracene